Tert-butyl 4-hydroxy-1-methyl-1H-pyrazole-5-carboxylate OC=1C=NN(C1C(=O)OC(C)(C)C)C